ClC=1C=C2C(N3CC=4C(=CC=CC4C4=C(C=C(C(NS(C(C1OC)=C2)(=O)=O)=C4)F)F)C3)=O 13-Chloro-19,21-difluoro-14-methoxy-16,16-dioxo-16λ6-thia-9,17-diazapentacyclo[16.3.1.16,9.111,15.02,7]tetracosa-1(21),2(7),3,5,11,13,15(23),18(22),19-nonaen-10-one